FC(C1=CC=C(N=N1)OC1CC2(CN(C2)C(=O)OC(C)(C)C)C1)(F)F Tert-Butyl 6-[6-(trifluoromethyl)pyridazin-3-yl]oxy-2-azaspiro[3.3]heptane-2-carboxylate